2-cyclopropyl-7-methyl-N-[(2S)-1-(piperazin-1-yl)propan-2-yl]thieno[3,2-d]pyrimidin-4-amine C1(CC1)C=1N=C(C2=C(N1)C(=CS2)C)N[C@H](CN2CCNCC2)C